C1(=CC=CC=C1)[C@@H]1C=NC(O1)=O (R)-5-phenyl-oxazolinone